C(CCC)C=1C(=C(C(O)=O)C=CC1O)CCCC dibutyl-paraben